6-(2,2-dimethylpyrrolidin-1-yl)-4-((Methylamino)methyl)-2-(6-(4-phenyl-4H-1,2,4-triazol-3-yl)pyridin-2-yl)-2,3-dihydro-1H-pyrrole CC1(N(CCC1)C1(C=CC=C(N1)C1NC=C(C1)CNC)C1=NN=CN1C1=CC=CC=C1)C